BrC=1C=CC(=C(C1)CNC(=O)[C@H]1N(C[C@@H](C1)O)C([C@H](C(C)(C)C)N1N=NC(=C1)C1CC1)=O)Cl (2S,4R)-N-[(5-bromo-2-chloro-phenyl)methyl]-1-[(2S)-2-(4-cyclopropyltriazol-1-yl)-3,3-dimethyl-butanoyl]-4-hydroxy-pyrrolidine-2-carboxamide